ClC1=C(OC=2C(=NC=NC2)N2CC3(CCN(C3)C(=O)OC(C)(C)C)CC2)C=CC(=C1)Cl tert-butyl 7-(5-(2,4-dichlorophenoxy) pyrimidin-4-yl)-2,7-diazaspiro[4.4]nonane-2-carboxylate